ClC1=NC2=C(C=3C=CC(=CC13)C(=O)O)C(C(N2)=O)=O.FC2=C(C(=C(C=C2F)F)F)N2CCC1=CC=CC=C21 1-(2,3,5,6-tetrafluoro-phenyl)indoline 5-chloro-1,2-dioxo-2,3-dihydro-1H-pyrrolo[2,3-c]isoquinoline-7-carboxylate